C(CC)NC(O[C@@H]1C[C@@H](CC1)C1=CC(=NN1)NC(CC1=CC=C(C=C1)OCCN)=O)=O (1S,3R)-3-[3-({[4-(2-aminoethoxy) phenyl]acetyl} amino)-1H-pyrazol-5-yl]cyclopentyl propylcarbamate